C1(CC1)C#C[C@@]1(NC(NC2=CC(=CC=C12)CC1=CC(N(C=C1)C)=O)=O)C(F)(F)F (S)-4-(cyclopropylethynyl)-7-((1-methyl-2-oxo-1,2-dihydropyridin-4-yl)methyl)-4-(trifluoromethyl)-3,4-dihydroquinazolin-2(1H)-one